bisbromopropioamidine isethionate S(=O)(=O)(O)CCO.BrC(C(=N)N)(C)Br